N-[4-(4-aminoimidazo[4,5-c]quinolin-1-yl)-5-ethoxy-pentyl]octanoic acid amide NC1=NC=2C=CC=CC2C2=C1N=CN2C(CCCNC(CCCCCCC)=O)COCC